para-methoxysalicylaldehyde COC=1C=C(C(C=O)=CC1)O